ClC=1C=C(OCC(C(=O)OC(C)(C)C)=C)C=C(C1)NC(NCC=1C=C2CN(C(C2=CC1F)=O)C1C(NC(CC1)=O)=O)=O tert-butyl 2-[[3-chloro-5-[[2-(2,6-dioxo-3-piperidyl)-6-fluoro-1-oxo-isoindolin-5-yl]methylcarbamoylamino]phenoxy]methyl]prop-2-enoate